C(C=C)(=O)O.C(CCCCCC)(=O)OCC=C 2-propenyl heptanoate (prop-2-enoate)